BrC=1C=C(C2=C(N=C(S2)N)C1)OC(F)(F)F 5-bromo-7-(trifluoromethoxy)benzo[d]Thiazol-2-amine